FC1=C(C(=O)NCC=2N=NN(C2)C(CC2=CC3=CC=CC=C3C=C2)CC(NO)=O)C=CC(=C1F)F 2,3,4-Trifluoro-N-[1-(1-hydroxycarbamoylmethyl-2-naphthalen-2-yl-ethyl)-1H-[1,2,3]-triazol-4-ylmethyl]-benzamide